(4-(chloromethyl)-3-methylbenzylamino)-2-(2,6-dioxopiperidin-3-yl)isoindoline-1,3-dione ClCC1=C(C=C(CNC2=C3C(N(C(C3=CC=C2)=O)C2C(NC(CC2)=O)=O)=O)C=C1)C